C(C)(C)(C)C(C1=CC=CC=C1)(O)C(C)(C)C di-tertiary butyl-hydroxytoluene